3-[N-[3-[(dimethylamino)methyl]phenyl]-C-phenylcarbonimidoyl]-2-hydroxy-N,N-dimethyl-1H-indole-6-carboxamide CN(C)CC=1C=C(C=CC1)N=C(C1=CC=CC=C1)C1=C(NC2=CC(=CC=C12)C(=O)N(C)C)O